C1=CC=CC=2C3=CC=CC=C3C(C12)COC(=O)N[C@@H](CC1=C(C=C(C(=O)OC(C)(C)C)C=C1)F)C(=O)OCC1=CC=CC=C1 tert-butyl (S)-4-(2-((((9H-fluoren-9-yl)methoxy) carbonyl)amino)-3-(benzyloxy)-3-oxopropyl)-3-fluorobenzoate